FC1=C(C=CC(=C1F)C=1C=NNC1)N1CC2C(C1)CN(C2)C(=O)N2CCCC2 (5-(2,3-difluoro-4-(1H-pyrazol-4-yl)phenyl)hexahydropyrrolo[3,4-c]pyrrol-2(1H)-yl)(pyrrolidin-1-yl)methanone